COC1=NC=2CCN(CC2C=C1NC=1N=CC2=C(N1)C(=NC=C2)NCC(C)(C)C)C N2-(2-methoxy-6-methyl-5,6,7,8-tetrahydro-1,6-naphthyridin-3-yl)-N8-neopentylpyrido[3,4-d]pyrimidine-2,8-diamine